2-chloro-4-((2-chloro-4-fluorobenzyl)amino)pyrimidin-5-carboxamide ClC1=NC=C(C(=N1)NCC1=C(C=C(C=C1)F)Cl)C(=O)N